N[C@@H]([C@@H](O)C1CCCCC1)C1CCCCC1 (1S,2R)-2-amino-1,2-dicyclohexylethanol